CN([C@H](CNC(C=C(C1(CC1)C(F)(F)F)C1=CC=NC=C1)=O)CC=1C=C2C=NNC2=CC1)C (3S)-N-[(2S)-2-(dimethylamino)-3-(1H-indazol-5-yl)propyl]-3-(pyridin-4-yl)-3-[1-(trifluoromethyl)cyclopropyl]acrylamide